(6R,8aS)-6-(8-Amino-1-{4-[(1R)-1-hydroxy-1-(2-methylphenyl)ethyl]phenyl}imidazo[1,5-a]-pyrazin-3-yl)hexahydroindolizin-3(2H)-on NC=1C=2N(C=CN1)C(=NC2C2=CC=C(C=C2)[C@](C)(C2=C(C=CC=C2)C)O)[C@H]2CN1C(CC[C@@H]1CC2)=O